2-(1-(5-cyanopyridin-2-yl)piperidin-4-yl)acetic Acid C(#N)C=1C=CC(=NC1)N1CCC(CC1)CC(=O)O